NC=1N=C(C2=C(N1)C=NN2CC2=C(C=C(C=C2)CNC2[C@H]1COC[C@@H]21)OC)N[C@H](CCO)CCC (3S)-3-[(5-amino-1-{[2-methoxy-4-({[(1R,5S,6S)-3-oxabicyclo[3.1.0]-hexan-6-yl]amino}methyl)phenyl]-methyl}-1H-pyrazolo[4,3-d]pyrimidin-7-yl)amino]hexan-1-ol